C(C)(C)(C)OC(NCC=O)=O N-(2-ketoethyl)carbamic acid tert-butyl ester